C1(C=CC(N1CCCC(=O)OC1(C(=O)NC(C1)=O)S(=O)(=O)O)=O)=O [γ-Maleimidobutyryloxy]sulfosuccinimide